ClC1=CC=C(C2=NON=C21)S(=O)(=O)Cl 4-chloro-7-chlorosulfonyl-2,1,3-benzooxadiazole